COC(C)=O.[Al] aluminum methylacetate